(S)-1-(4-(2-(2-cyanopyrrolidin-1-yl)-2-oxoethylcarbamoyl)quinolin-6-yl)-1H-1,2,3-triazole-4-carboxylic acid 3-aminopropyl ester 4-methylbenzenesulfonate CC1=CC=C(C=C1)S(=O)(=O)O.NCCCOC(=O)C=1N=NN(C1)C=1C=C2C(=CC=NC2=CC1)C(NCC(=O)N1[C@@H](CCC1)C#N)=O